tert-butyl 3-[4-[3-isopropyl-8-[(2S)-2-methylazetidin-1-yl]imidazo[1,2-a]pyrazin-6-yl]pyrazol-1-yl]azetidine-1-carboxylate C(C)(C)C1=CN=C2N1C=C(N=C2N2[C@H](CC2)C)C=2C=NN(C2)C2CN(C2)C(=O)OC(C)(C)C